7-(2-methoxy-4,6-dimethyl-phenyl)-4-methyl-2-[1-methyl-3-piperidyl]-1,8-naphthyridine COC1=C(C(=CC(=C1)C)C)C1=CC=C2C(=CC(=NC2=N1)C1CN(CCC1)C)C